CC=1C(N2C(C(CCC2=CC1)NS(=O)(=O)C)COC1CCC(CC1)[C@H]1[C@@H](C1)C)=O |r| N-{7-methyl-4-[({(1S,4S)-4-[(1RS,2RS)-2-methylcyclopropyl]cyclohexyl}oxy)methyl]-6-oxo-1,3,4,6-tetrahydro-2H-quinolizin-3-yl}methanesulfonamide